1-((1-((S)-3-(benzyloxy)-2-(cyclohexylmethyl)propionyl)-4-hydroxy-3,3-dimethylpiperidin-4-yl)methyl)-N,N-dimethyl-6-oxo-4-phenyl-1,6-dihydropyridine-3-carboxamide C(C1=CC=CC=C1)OC[C@@H](C(=O)N1CC(C(CC1)(O)CN1C=C(C(=CC1=O)C1=CC=CC=C1)C(=O)N(C)C)(C)C)CC1CCCCC1